methyl 4-[3-[2,6-dichloro-4-(6-fluoro-2-azaspiro[3.3]heptan-2-yl)benzoyl]-2,4-dihydro-1,3-benzoxazin-8-yl]-5-fluoro-2-(3-oxa-8-azabicyclo[3.2.1]octan-8-yl)benzoate ClC1=C(C(=O)N2COC3=C(C2)C=CC=C3C3=CC(=C(C(=O)OC)C=C3F)N3C2COCC3CC2)C(=CC(=C1)N1CC2(C1)CC(C2)F)Cl